(7S)-3-(1,1-Dioxo-1λ6-thian-4-yl)-7-methyl-2-[2-(2H-1,2,3-triazol-2-yl)ethyl]-3H,6H,7H,8H,9H-imidazo[4,5-f]chinolin O=S1(CCC(CC1)N1C(=NC2=C3CC[C@@H](NC3=CC=C21)C)CCN2N=CC=N2)=O